NC1=NC=C(N=C1)Br 2-amino-5-bromopyrazine